C1(CC1)C1=NC=NC(=C1C1=NC=C(C(=N1)OCC1=CC=C(C=C1)C=1N(C=C(N1)C(F)(F)F)[C@@H](COC)C)C)OC |o1:32| rel-(R)-4'-cyclopropyl-6'-methoxy-4-((4-(1-(1-methoxypropan-2-yl)-4-(trifluoromethyl)-1H-imidazol-2-yl)benzyl)oxy)-5-methyl-2,5'-bipyrimidine